O1C(=CC2=C1C=CC=C2)C(C=2OC(=NN2)C(C)(C)C)N2CCN(CC2)C2=C(C=NC=C2Cl)Cl 2-(benzofuran-2-yl(4-(3,5-dichloropyridin-4-yl)piperazin-1-yl)methyl)-5-(tert-butyl)-1,3,4-oxadiazole